N-(3,4-difluorophenyl)-4-fluoro-3-(1-fluoro-2-(4-hydroxypiperidin-1-yl)-2-oxoethyl)benzamide FC=1C=C(C=CC1F)NC(C1=CC(=C(C=C1)F)C(C(=O)N1CCC(CC1)O)F)=O